CC=1C(=NN2C1C(NCC2)=O)C(=O)OCC ethyl 3-methyl-4-oxo-4,5,6,7-tetrahydropyrazolo[1,5-a]pyrazine-2-carboxylate